2-(6-(4,7-diazaspiro[2.5]octan-7-yl)pyridazin-3-yl)-6-(2,4-dimethylthiazol-5-yl)-4-fluoroisoindolin-1-one C1CC12NCCN(C2)C2=CC=C(N=N2)N2C(C1=CC(=CC(=C1C2)F)C2=C(N=C(S2)C)C)=O